C(#C)C=1C=C(C=NC1)N1CCOCC1 4-(5-ethynylpyridin-3-yl)morpholine